C1([C@H](O)[C@@H](O)[C@H](O)[C@H](O1)CO)OCN1C(NC=CC1=O)=O 3-D-glucopyranosyloxymethyluracil